CN1C2=CC=CC=C2C3=C1C=NC=C3 Methyl-9H-pyrido[3,4-b]indole